3,6-bis(5-bromothiophen-2-yl)-2,5-bis(tetradecyl)pyrrolo[3,4-c]pyrrole-1,4-dione BrC1=CC=C(S1)C=1N(C(C2=C(N(C(C21)=O)CCCCCCCCCCCCCC)C=2SC(=CC2)Br)=O)CCCCCCCCCCCCCC